4-((1-Chloropyrido[3,4-d]pyridazin-4-yl)amino)-1-(4-(5-(trifluoromethyl)pyrimidin-2-yl)piperazin-1-yl)butan-1-one ClC1=C2C(=C(N=N1)NCCCC(=O)N1CCN(CC1)C1=NC=C(C=N1)C(F)(F)F)C=NC=C2